ethyl 2-[3-(4-imidazo[1,5-a]pyridin-8-ylphenyl)-4-methyl-2-oxo-benzimidazol-1-yl]acetate C=1N=CN2C1C(=CC=C2)C2=CC=C(C=C2)N2C(N(C1=C2C(=CC=C1)C)CC(=O)OCC)=O